ethylpyridine-2-carboxamide C(C)C=1C(=NC=CC1)C(=O)N